1,2-diiodo-4-methylbenzene IC1=C(C=C(C=C1)C)I